1'-(6-amino-5-((3-chloropyridin-4-yl)thio)pyrazin-2-yl)-5,7-dihydrospiro[cyclopenta[b]pyridine-6,4'-piperidin]-5-amine NC1=C(N=CC(=N1)N1CCC2(CC1)C(C=1C(=NC=CC1)C2)N)SC2=C(C=NC=C2)Cl